ClC=1C=C(C=CC1CN1C(=NC=C1)C)C1=C(SC(=C1)CC(C)C)S(=O)(=O)NC1=NC=CC=C1 3-(3-chloro-4-((2-methyl-1H-imidazol-1-yl)methyl)phenyl)-5-isobutyl-N-(pyridin-2-yl)thiophene-2-sulfonamide